FC1=CC=C(C=C1)C=1C=C2C(=C(C(N(C2=NC1)CCN1CC(C1)O)=O)C(=O)NC1CC2(CC2)C1)O 6-(4-fluorophenyl)-4-hydroxy-1-(2-(3-hydroxyazetidin-1-yl)ethyl)-2-oxo-N-(spiro[2.3]hexan-5-yl)-1,2-dihydro-1,8-naphthyridine-3-carboxamide